C(=O)(O)C=C([C@H]([C@H]([C@@H]([C@H](C=O)O)O)O)O)O carboxymethyleneglucose